CC1=CC=C(COCC2=CC=C(O2)C)O1 5-methylfurfuryl ether